C(C=C)(=O)OCC1=CC=C(C=C1)C1=CC=C(C=C1)COC(C=C)=O bis(acryloyloxymethyl)biphenyl